(R)-4-(6-(4-(2-hydroxy-3-methylbutyryl)piperazin-1-yl)pyridin-3-yl)-6-(1-methyl-1H-1,2,3-triazol-4-yl)pyrazolo[1,5-a]Pyridine-3-carbonitrile 2,2,2-trifluoroacetic acid salt FC(C(=O)O)(F)F.O[C@@H](C(=O)N1CCN(CC1)C1=CC=C(C=N1)C=1C=2N(C=C(C1)C=1N=NN(C1)C)N=CC2C#N)C(C)C